1,3-bis[2-((2-hydroxyethoxy)phenyl)propyl]benzene OCCOC1=C(C=CC=C1)C(CC1=CC(=CC=C1)CC(C)C1=C(C=CC=C1)OCCO)C